NC1=C(C(=NN1C1CC(C1)(C)O)C1=CC=C2C(=C(C(=NC2=C1)C1=CC=CC=C1)F)OC)C(=O)N 5-amino-3-(3-fluoro-4-methoxy-2-phenylquinoline-7-yl)-1-((1s,3s)-3-hydroxy-3-methylcyclobutyl)-1H-pyrazole-4-carboxamide